C1(CC1)CNCC[C@@H]1[C@H]([C@@H](CC=2NC3=CC=CC=C3C12)C1=CC=C(C=C1)OC)N (2S,3S,4S)-4-{2-[(Cyclopropylmethyl)amino]ethyl}-2-(4-methoxyphenyl)-2,3,4,9-tetrahydro-1H-carbazol-3-amine